tert-butyl (3-(7-cyano-3-oxo-9-phenyl-1H-pyrrolo[3,4-b]indolizin-2(3H)-yl)propyl)carbamate C(#N)C=1C=CN2C3=C(C(=C2C1)C1=CC=CC=C1)CN(C3=O)CCCNC(OC(C)(C)C)=O